N1C(=NC=C1)C1(CC=CC=C1)C=C (1-imidazolylphenyl)ethylene